3-(1-oxo-5-(1-((4-oxo-3-(6-(trifluoromethyl)pyridin-3-yl)-3,4-dihydroquinazolin-6-yl)methyl)piperidin-4-yl)isoindolin-2-yl)piperidine-2,6-dione O=C1N(CC2=CC(=CC=C12)C1CCN(CC1)CC=1C=C2C(N(C=NC2=CC1)C=1C=NC(=CC1)C(F)(F)F)=O)C1C(NC(CC1)=O)=O